[Br-].OC=1C=C(CCCCCCCC[P+](C2=CC=CC=C2)(C2=CC=CC=C2)C2=CC=CC=C2)C=CC1O (6-(3,4-dihydroxyphenethyl)hexyl)triphenylphosphonium bromide